O=C1NC(CCC1N1C(C2=CC=C(C=C2C1)CCC)=O)=O 3-(2-(2,6-dioxopiperidin-3-yl)-1-oxoisoindolin-5-yl)propan